amino-7,8-dihydro-4H-pyrazolo[1,5-a][1,4]diazepine-5(6H)-carboxylic acid benzyl ester C(C1=CC=CC=C1)OC(=O)N1CC=2N(CCC1)N=C(C2)N